N1[C@@H]2[C@H](CCC1)OC1=C2C=CC(=C1)O (4aS,9bS)-1,2,3,4,4a,9b-hexahydrobenzofuro[3,2-b]pyridin-7-ol